N1=C(C=CC=C1)CNCC1=CC=C(C=C1)CNC1CC2=CC=C(C=C2CC1)OC N-(2-pyridinylmethyl)-N'-(6-methoxy-1,2,3,4-tetrahydro-2-naphthalenyl)-1,4-benzenedimethanamine